N-[4-chloro-2-[[(1S)-3-(methylamino)-2,3-dioxo-1-[[(3S)-2-oxopyrrolidin-3-yl]methyl]propyl]carbamoyl]phenyl]-3-fluoro-bicyclo[1.1.1]pentane-1-carboxamide ClC1=CC(=C(C=C1)NC(=O)C12CC(C1)(C2)F)C(N[C@H](C(C(=O)NC)=O)C[C@H]2C(NCC2)=O)=O